C(C)(C)N(P(C1=CC=C(C=C1)[Si](CCCC)(CCCC)CCCC)C1=C(C=CC=C1)SC)P(C1=CC=C(C=C1)[Si](CCCC)(CCCC)CCCC)C1=C(C=CC=C1)SC N-isopropyl-1-(2-(methylthio)phenyl)-N-((2-(methylthio)phenyl)(4-(tributylsilyl)phenyl)phosphaneyl)-1-(4-(tributylsilyl)phenyl)phosphanamine